trans-5-(2-(3,4-difluoro-5-(3-phenylazetidin-1-yl)phenyl)cyclopropyl)-2,2'-bipyrimidine FC=1C=C(C=C(C1F)N1CC(C1)C1=CC=CC=C1)[C@H]1[C@@H](C1)C=1C=NC(=NC1)C1=NC=CC=N1